FC1=C(C=CC=C1)CC(=O)NC1=CC(=C(C=C1)N1N=CC(=C1)C(=O)OCC)S(N)(=O)=O Ethyl 1-(4-{[(2-fluorophenyl) acetyl] amino}-2-sulfamoylphenyl)-1H-pyrazole-4-carboxylate